1-(3-Chloro-4-{2-[1-(2-ethoxy-ethyl)-3-methyl-1H-pyrazol-4-ylamino]-thiazol-4-yl}-phenyl)-pyrrolidin-2-one ClC=1C=C(C=CC1C=1N=C(SC1)NC=1C(=NN(C1)CCOCC)C)N1C(CCC1)=O